C1NCCC12CCN(CC2)C2=C(C=C(C=C2)C=2C=1C(=C(SC1N1C(=NN=C1[C@@H](N2)C)C)C)C)C (9S)-7-[4-(2,8-diazaspiro[4.5]decan-8-yl)-3-methyl-phenyl]-4,5,9,13-tetramethyl-3-thia-1,8,11,12-tetrazatricyclo[8.3.0.02,6]trideca-2(6),4,7,10,12-pentaene